3-[6-[[1-(trifluoromethyl)cyclopropyl]methylamino]-3-pyridyl]azetidin FC(C1(CC1)CNC1=CC=C(C=N1)C1CNC1)(F)F